tert-butyl 2-(4-(4,4,5,5-tetramethyl-1,3,2-dioxaborolan-2-yl)-1H-pyrazol-1-yl)acetate CC1(OB(OC1(C)C)C=1C=NN(C1)CC(=O)OC(C)(C)C)C